(S)-N'-((2,2-dimethyl-1,2,3,5,6,7-hexahydrodicyclopenta[b,e]pyridin-8-yl)carbamoyl)-2-(2-hydroxypropan-2-yl)thiazole-5-sulfonimidamide CC1(CC=2C(=NC3=C(C2NC(=O)N=[S@@](=O)(N)C2=CN=C(S2)C(C)(C)O)CCC3)C1)C